C1(CC1)C1=C(C(=CC=C1F)[N+](=O)[O-])NCC(C)(O)C 1-((2-cyclopropyl-3-fluoro-6-nitrophenyl)amino)-2-methylpropan-2-ol